C(C1=CC=CC=C1)OCC1=NN(C(N1CC)=O)C=1C=C2C(=CC(=NC2=CC1F)C1=C(C(=NC=C1C)OC)C)C(C)C 3-((benzyloxy)methyl)-4-ethyl-1-(7-fluoro-4-isopropyl-2-(2-methoxy-3,5-dimethylpyridin-4-yl)quinolin-6-yl)-1H-1,2,4-triazol-5(4H)-one